(S)-N-(7-chloro-6-(1-((3S,4S)-4-hydroxy-3-methyltetrahydrofuran-3-yl)piperidin-4-yl)isoquinolin-3-yl)-3-oxabicyclo[3.1.0]hexane-6-carboxamide ClC1=C(C=C2C=C(N=CC2=C1)NC(=O)C1C2COC[C@H]12)C1CCN(CC1)[C@]1(COC[C@H]1O)C